4-(4-methylphenoxy)-benzylamine hydrochloride Cl.CC1=CC=C(OC2=CC=C(CN)C=C2)C=C1